(5-fluoro-6-(1-neopentyl-1H-1,2,3-triazol-5-yl)pyridin-3-yl)(4-(5-methyloxazolo[4,5-b]pyridin-2-yl)piperazin-1-yl)methanone FC=1C=C(C=NC1C1=CN=NN1CC(C)(C)C)C(=O)N1CCN(CC1)C=1OC=2C(=NC(=CC2)C)N1